BrCC1=NC=CN=C1 2-(bromomethyl)pyrazine